FC(OC1=CC=C(C=N1)C1=NC(=CC=C1)C(=O)NOCC=1C(=NC=C(C1)OC)F)F 6'-(difluoromethoxy)-N-((2-fluoro-5-methoxypyridin-3-yl)methoxy)-[2,3'-bipyridine]-6-carboxamide